dimethoxy-2-phenylacetophenone COC(C(=O)C1=CC=CC=C1)(C1=CC=CC=C1)OC